(S)-2-(3,3-dimethylbutanamido)-4-((2-(4-methoxyphenoxy)ethyl)(4-(5,6,7,8-tetrahydro-1,8-naphthyridin-2-yl)butyl)amino)butanoic acid CC(CC(=O)N[C@H](C(=O)O)CCN(CCCCC1=NC=2NCCCC2C=C1)CCOC1=CC=C(C=C1)OC)(C)C